CN(C)C.CC=1C(=NOC1C)N(S(=O)(=O)C1=C(C=CC=C1)C1=C(C=C(C=C1)C(=O)O)COCC)COC 2'-(N-(4,5-dimethylisoxazol-3-yl)-N-(methoxymethyl)sulfamoyl)-2-(ethoxymethyl)-[1,1'-biphenyl]-4-carboxylic acid trimethylamine salt